ClC1=CC=C(C=C1)C(N)C1=CC=CC=C1 1-(4-chlorophenyl)-1-phenyl-1-aminomethane